2-[4-((1H-1,2,4-triazole-1-yl)methyl)phenyl]hydrazine N1(N=CN=C1)CC1=CC=C(C=C1)NN